4-{4-[3-(2-chloro-3-methoxyphenyl)-4-(pyrimidin-2-yl)-1,2-oxazol-5-yl]-5-(trifluoromethyl)-1H-pyrazol-1-yl}-2-methylbutan-2-ol ClC1=C(C=CC=C1OC)C1=NOC(=C1C1=NC=CC=N1)C=1C=NN(C1C(F)(F)F)CCC(C)(O)C